4-(5-(3-cyclopropoxy-4-methoxyphenyl)-1,2,4-thiadiazol-3-yl)-1,2-oxaborol-2-ol C1(CC1)OC=1C=C(C=CC1OC)C1=NC(=NS1)C=1CB(OC1)O